(S)-2-(2-((2S,3R)-2-(cyclopentyloxy)-3-(3,5-dimethoxy-4-methylphenyl)-3-hydroxypropyl)-5-methylthiazol-4-yl)propionic acid C1(CCCC1)O[C@@H](CC=1SC(=C(N1)[C@@H](C(=O)O)C)C)[C@H](O)C1=CC(=C(C(=C1)OC)C)OC